Cl.Cl.Cl.N[C@H](C(=O)O)CC1=CC=C(C=C1)OCCCCN1CCC(CC1)=C1C2=C(CCC=3C1=NC=CC3)C=CC=C2 (S)-2-amino-3-(4-(4-(4-(5,6-dihydro-11H-benzo[5,6]cyclohepta-[1,2-b]pyridin-11-ylidene)piperidin-1-yl)butoxy)phenyl)-propionic acid tri-hydrochloride